FC1=CC=C(C=C1)C(=C)B1OC(C)(C)C(C)(C)O1 1-(4-fluorophenyl)vinyl-boronic acid pinacol ester